C(C1=CC=CC=C1)N1[C@H](CCC1=O)C(C(=O)NCCN(C(OC(C)(C)C)=O)C)=O Tert-butyl N-(2-{2-[(2R)-1-benzyl-5-oxopyrrolidin-2-yl]-2-oxoacetamido}ethyl)-N-methylcarbamate